ethyl 7-acetyl-13-fluoro-10-oxa-2,3,7-triazatricyclo[9.4.0.02,6]pentadeca-1(11),3,5,12,14-pentaene-5-carboxylate C(C)(=O)N1C2=C(C=NN2C=2C=CC(=CC2OCC1)F)C(=O)OCC